NC=1N=C(SC1C(C1=CC=C(C=C1)OCC(=O)NCC)=O)N(C1=CC=C(C=C1)F)C(C(=O)N)C (N-[4-Amino-5-[4-[2-(ethylamino)-2-oxoethoxy]benzoyl]thiazol-2-yl]-4-fluoroanilino)propanamid